(S)-1-(3-(benzothien-3-yl)-2-(dimethylamino)propyl)-3-(4-hydroxyphenylethyl)urea S1C=C(C2=C1C=CC=C2)C[C@@H](CNC(=O)NCCC2=CC=C(C=C2)O)N(C)C